COC1=CC=C(C=C1)N1CCN(CC1)C1=CC=NC2=CC=CC=C12 4-(4-(4-methoxyphenyl)piperazin-1-yl)-quinolin